C(C)(C)(C)OC(=O)N1[C@@H](CC[C@@H]1C=O)CC1CCN(CC1)C(=O)OC(C)(C)C tert-butyl 4-(((2S,5R)-1-(tert-butoxy-carbonyl)-5-formylpyrrolidin-2-yl)methyl)piperidine-1-carboxylate